N(=[N+]=[N-])CCC[Si](OCC)(OCC)OCC 3-Azidopropyl-triethoxysilane